{1-{cis-4-{[4-(1-hydroxy-1-meth-ylethyl)-6-(tri-fluoromethyl)-pyridin-2-yl]-oxy}cyclohexyl}-3-[4-(7H-pyrrolo-[2,3-d]pyrimidin-4-yl)-1H-pyrazol-1-yl]azetidin-3-yl}acetonitrile OC(C)(C)C1=CC(=NC(=C1)C(F)(F)F)O[C@H]1CC[C@H](CC1)N1CC(C1)(N1N=CC(=C1)C=1C2=C(N=CN1)NC=C2)CC#N